N[C@@H]1C[C@@H](CC12CCN(CC2)C=2C(=NC(=C(N2)C)C2=C(C(=CC=C2)Cl)Cl)CO)OC 3-[(1R,3R)-1-amino-3-methoxy-8-azaspiro[4.5]dec-8-yl]-6-(2,3-dichlorophenyl)-5-methyl-2-pyrazinemethanol